O=C1C2=CC=CC=C2NC=2C(=CC=CC12)C(=O)O 9-oxo-9,10-dihydroacridine-4-carboxylic acid